ClC=1C=CC(=C(C(=O)NCCC2=CC=C(C=C2)S(NC(NC2CCCCC2)=O)(=O)=O)C1)OC 5-chloro-N-[2-[4-(cyclohexylcarbamoylsulfamoyl)phenyl]ethyl]-2-methoxybenzamide